dimethyl (5-((4-amino-6-(2-hydroxyethoxy)-1H-pyrazolo[3,4-d]pyrimidin-1-yl)methyl)-2-bromobenzyl)phosphonate NC1=C2C(=NC(=N1)OCCO)N(N=C2)CC=2C=CC(=C(CP(OC)(OC)=O)C2)Br